(2S,4R)-1-((S)-1-acetylpyrrolidine-2-carbonyl)-4-hydroxy-N-(4-(4-methylthiazol-5-yl)benzyl)pyrrolidine-2-carboxamide C(C)(=O)N1[C@@H](CCC1)C(=O)N1[C@@H](C[C@H](C1)O)C(=O)NCC1=CC=C(C=C1)C1=C(N=CS1)C